{3-[(1,3-benzothiazol-2-yl)amino]-4-methyl-5H,6H,7H,8H-pyrido[2,3-c]pyridazin-8-yl}-5-(3-{4-[3-(dimethylamino)propyl]-2-fluorophenoxy}propyl)-1,3-thiazole-4-carboxylic acid S1C(=NC2=C1C=CC=C2)NC2=C(C1=C(N=N2)N(CCC1)C=1SC(=C(N1)C(=O)O)CCCOC1=C(C=C(C=C1)CCCN(C)C)F)C